ethyl 3,3-difluoro-1-methylcyclopentane-1-carboxylate FC1(CC(CC1)(C(=O)OCC)C)F